3-(2-methylbenzo[d]thiazol-5-yl)-1,5,6,7,8,9-hexahydro-2H-cyclohepta[4,5]thieno[2,3-d]pyrimidine-2,4(3H)-dione CC=1SC2=C(N1)C=C(C=C2)N2C(NC1=C(C2=O)C2=C(S1)CCCCC2)=O